2-amino-N-[(1r,3s)-3-{[2-(trifluoromethyl)quinolin-4-yl]amino}cyclohexyl]-4,5-dihydro-1,3-thiazole-4-carboxamide NC=1SCC(N1)C(=O)N[C@H]1C[C@H](CCC1)NC1=CC(=NC2=CC=CC=C12)C(F)(F)F